N-{2,3-dimethoxy-6H,7H,8H,9H-cyclohexa[b]1,5-naphthyridin-10-yl}-1-(propan-2-yl)piperidin-4-amine COC=1N=C2C(=C3C(=NC2=CC1OC)CCCC3)NC3CCN(CC3)C(C)C